2-(2,2-Dimethyltetrahydro-2H-pyran-4-yl)-6-vinylquinoline CC1(OCCC(C1)C1=NC2=CC=C(C=C2C=C1)C=C)C